ClC=1C=C(C=CC1Cl)C=1N=C(NC1)CC1=CSC=C1 4-(3,4-Dichlorophenyl)-2-(3-thienylmethyl)imidazole